4-(difluoromethoxy)-N-methylaniline FC(OC1=CC=C(NC)C=C1)F